6-((5-Fluoro-2-((4-phenoxyphenyl)amino)pyrimidin-4-yl)amino)-N-hydroxyhexanamide FC=1C(=NC(=NC1)NC1=CC=C(C=C1)OC1=CC=CC=C1)NCCCCCC(=O)NO